FC1=C(C=C(C(=C1)[C@@H]1[C@@H](COC2=CC(=CC=C12)O)C1=CC=CC=C1)OC)N1CCC(CC1)C=O 1-(2-fluoro-4-((3R,4R)-7-hydroxy-3-phenylchroman-4-yl)-5-methoxyphenyl)piperidine-4-carbaldehyde